ClC1=NC=CC(=N1)NC1=NC(=NC=C1)NC1=CC=C(C=C1)N1CCC(CC1)NC N4-(2-chloropyrimidin-4-yl)-N2-(4-(4-(methylamino)piperidin-1-yl)phenyl)pyrimidine-2,4-diamine